NC[C@@H](C(=O)NCCCCCC)NC(OCCCCCCCCC)=O nonyl (S)-(3-amino-1-(hexylamino)-1-oxopropan-2-yl)carbamate